N1=CN=CC(=C1)C1=CC=C(N1)C(=O)N1C[C@H](CC1)C(=O)NC1=CC(=C(C(=C1)F)F)F (S)-1-(5-(pyrimidin-5-yl)-1H-pyrrole-2-carbonyl)-N-(3,4,5-trifluorophenyl)pyrrolidine-3-carboxamide